ClC=1C=C(C=C(C1OCCCl)C#N)C(C)(C)C1=CC=C(OCC2=NC(=NC=C2)N2CC3(C2)CCN(CC3)C3CCN(CC3)C3CN(C3)C(=O)OC(C)(C)C)C=C1 tert-butyl 3-(4-(2-(4-((4-(2-(3-chloro-4-(2-chloroethoxy)-5-cyanophenyl)propan-2-yl)phenoxy)methyl)pyrimidin-2-yl)-2,7-diazaspiro[3.5]nonan-7-yl)piperidin-1-yl)azetidine-1-carboxylate